FC(S(=O)(=O)[O-])(F)F.[NH+]1=CNC2=C1C=CC=C2 benzimidazolium trifluoromethanesulfonate